C(C1=CC=CC=C1)N1N=CC2=C(N(C=3C=C(C=CC23)SC)C)C1=O 3-Benzyl-5-methyl-7-(methylthio)-3,5-dihydro-4H-pyridazino[4,5-b]indol-4-one